8-chloro-6-(((S)-(1-cyclopropyl-1H-1,2,3-triazol-4-yl)(6-fluoropyridin-3-yl)methyl-d)amino)-4-(((S)-1-phenylpropyl-2,2,3,3,3-d5)amino)quinoline-3-carbonitrile ClC=1C=C(C=C2C(=C(C=NC12)C#N)N[C@@H](C(C([2H])([2H])[2H])([2H])[2H])C1=CC=CC=C1)N[C@@]([2H])(C=1C=NC(=CC1)F)C=1N=NN(C1)C1CC1